ClC=1C=C(C=CC1F)C(C(=O)C1=CC=C(C=N1)NC(CC1=CC=C(C=C1)S(=O)(=O)C)=O)(C)C N-(6-(2-(3-chloro-4-fluorophenyl)-2-methylpropionyl)pyridin-3-yl)-2-(4-(Methylsulfonyl)phenyl)acetamide